Methyl 6-(3-(adamantan-1-yl)-4-methoxyphenyl)-2-naphthoate C12(CC3CC(CC(C1)C3)C2)C=2C=C(C=CC2OC)C=2C=C3C=CC(=CC3=CC2)C(=O)OC